5-aminovaleric acid-trifluoroacetic acid salt FC(C(=O)O)(F)F.NCCCCC(=O)O